C(C)(C)C=1C=C(C=C(C1)C(C)C)S(=O)(=O)[O-] 3,5-diisopropylbenzenesulfonate